phosphonium hexafluorophosphate F[P-](F)(F)(F)(F)F.[PH4+]